[Na+].C(C=C)(=O)OCCCCS(=O)(=O)[O-] 4-sulfobutyl acrylate sodium salt